CC1=C(C=CC(=C1)C)C1=NC(=NC(=N1)C1=C(C=C(C=C1)C)C)C=1C=C(C=C(C1O)C(C)(C)C)CCC(=O)NC1=CC=C(C=C1)C=C1C(NC(NC1=O)=O)=O 3-(3-(4,6-bis(2,4-dimethylphenyl)-1,3,5-triazin-2-yl)-5-(tert-butyl)-4-hydroxyphenyl)-N-(4-((2,4,6-trioxotetrahydropyrimidine-5(2H)-ylidene)methyl)phenyl)propionamide